CC1=NC(=CC2=C1N=C(S2)C2=CC(=C1C=C(N=NC1=C2)C2CCN(CC2)CC)F)C 7-(4,6-Dimethyl-[1,3]thiazolo[4,5-c]pyridin-2-yl)-3-(1-ethylpiperidin-4-yl)-5-fluorocinnoline